sodium p-sulfobenzoate S(=O)(=O)(O)C1=CC=C(C(=O)[O-])C=C1.[Na+]